C(C)C1N(C(C(=C1)O)=O)[C@H]1COCC1 ethyl-4-hydroxy-5-oxo-1-[(3R)-oxolan-3-yl]-2,5-dihydro-1H-pyrrole